CN1C(CC(CC1)O)C 1,2-dimethylpiperidin-4-ol